(R)-2-allyl-1-(7-ethyl-7-hydroxy-6,7-dihydro-5H-cyclopenta[b]pyridin-2-yl)-6-(methylsulfonyl)-1,2-dihydro-3H-pyrazolo[3,4-d]pyrimidin-3-one C(C=C)N1N(C2=NC(=NC=C2C1=O)S(=O)(=O)C)C1=CC=C2C(=N1)[C@@](CC2)(O)CC